lithium sorbat C(\C=C\C=C\C)(=O)[O-].[Li+]